P(=O)([O-])([O-])[O-].[Mn+2].[Fe+2].[Li+].[Mn+2] manganese lithium iron manganese phosphate